rac-N-{(3S,4R)-4-[({(1s,4S)-4-[(1Z)-but-1-en-1-yl]cyclohexyl}oxy)methyl]-7-methyl-6-oxo-1,3,4,6-tetrahydro-2H-quinolizin-3-yl}methanesulfonamide C(=C/CC)/C1CCC(CC1)OC[C@H]1[C@H](CCC2=CC=C(C(N12)=O)C)NS(=O)(=O)C |r|